C12CC(CC(CC1)N2)N(C=2SC1=C(N2)C(=CC(=C1)C=1C=C(C=2N(N1)C=C(N2)C)C#N)F)C 6-{2-[(3-exo)-8-azabicyclo[3.2.1]oct-3-yl-(methyl)amino]-4-fluoro-1,3-benzothiazol-6-yl}-2-methylimidazo[1,2-b]pyridazine-8-carbonitrile